ClC1=C(C=C(C=N1)C=1C=NN(C1)C1=C(C(=NN1C)OS(=O)(=O)C(C(C(C(F)(F)F)(F)F)(F)F)(F)F)C(F)(F)F)C(NC1(CC1)C#N)=O [5-[4-[6-chloro-5-[(1-cyanocyclopropyl)carbamoyl]-3-pyridyl]pyrazol-1-yl]-1-methyl-4-(trifluoromethyl)pyrazol-3-yl]1,1,2,2,3,3,4,4,4-nonafluorobutane-1-sulfonate